C(C=C)C1(CCC=2C(=C(C=C(C2C1=O)NC(C)=O)F)C)C N-(7-Allyl-3-fluoro-4,7-dimethyl-8-oxo-5,6,7,8-tetrahydronaphthalen-1-yl)acetamide